6-(bromomethyl)-2-methyl-3-nitropyridin-4-amine BrCC1=CC(=C(C(=N1)C)[N+](=O)[O-])N